(R)-6-(2-(2,5-Difluorophenyl)pyrrolidin-1-yl)-3-nitro-2-(3-(3-thienylmethyl)ureido)pyridine FC1=C(C=C(C=C1)F)[C@@H]1N(CCC1)C1=CC=C(C(=N1)NC(=O)NCC1=CSC=C1)[N+](=O)[O-]